difluorooxalate potassium [K].C(C(=O)F)(=O)F